F[P-](F)(F)(F)(F)F.C[N+]1=CNC=C1 3-methylimidazolium hexafluorophosphate